C(=CC)CCOCCCCCCC 1-propenyl-2-heptyloxyethane